4-(Butylamino)-6-(4-(piperazin-1-ylmethyl)benzyl)pyridine tert-butyl-2-bromo-2-(3-fluoro-2-methoxy-5-(trifluoromethyl)phenyl)acetate C(C)(C)(C)OC(C(C1=C(C(=CC(=C1)C(F)(F)F)F)OC)Br)=O.C(CCC)NC1=CC=NC(=C1)CC1=CC=C(C=C1)CN1CCNCC1